rel-(2s,3r,4r,5s)-4-[[3-[2-methoxy-6-(trifluoromethyl)-3-pyridinyl]-4,5-dimethyl-5-(trifluoromethyl)tetrahydrofuran-2-carbonyl]amino]pyridine-2-carboxamide COC1=NC(=CC=C1[C@@H]1[C@H](O[C@@]([C@@H]1C)(C(F)(F)F)C)C(=O)NC1=CC(=NC=C1)C(=O)N)C(F)(F)F |o1:8,9,11,12|